(7S)-11-chloro-9-(2,6-difluorophenyl)-7-methyl-12-(trifluoromethyl)-2,5,8,13-tetraazatricyclo[8.4.0.02,6]tetradeca-1(10),3,5,8,11,13-hexa-ene-4-carboxylic acid ClC=1C=2C(=N[C@H](C3=NC(=CN3C2C=NC1C(F)(F)F)C(=O)O)C)C1=C(C=CC=C1F)F